methyl 1-cyclobutyl-3,4-dimethyl-1H-pyrrolo[2,3-b]pyridine-5-carboxylate C1(CCC1)N1C=C(C=2C1=NC=C(C2C)C(=O)OC)C